NC1=C(N=C2N1C=CC=C2C2=C(C=CC(=C2)OC)OC)C(=O)NCCC 3-Amino-8-(2,5-dimethoxyphenyl)-N-propylimidazo[1,2-a]pyridine-2-carboxamide